2-(2-chloro-3-methoxy-phenyl)-4,4,5,5-tetramethyl-[1,3,2]dioxaborolane ClC1=C(C=CC=C1OC)B1OC(C(O1)(C)C)(C)C